CN(CCOB1OC(CC(O1)(C)C)C)C 2-(beta-dimethylaminoethoxy)-4,4,6-trimethyl-1,3,2-dioxaborinane